S(=O)(=O)(O)CCNC(CC[C@@H](C)[C@H]1CC[C@H]2[C@@H]3[C@H](C[C@@H]4C[C@@H](CC[C@]4(C)[C@H]3CC[C@]12C)O)O)=O 3α,7β-Dihydroxy-5β-cholan-24-oic Acid N-(2-Sulfoethyl)amide